10-methyl-3,7-bis(4-phenoxyphenyl)-10H-phenothiazine CN1C2=CC=C(C=C2SC=2C=C(C=CC12)C1=CC=C(C=C1)OC1=CC=CC=C1)C1=CC=C(C=C1)OC1=CC=CC=C1